COC1=C(CNC2=C3N=CN(C3=NC=N2)[C@H]2[C@@H](O)[C@H](O)[C@H](O2)CO)C=C(C=C1)OC 6-(2,5-dimethoxybenzylamino)-9-β-D-arabinofuranosylpurine